(S)-N-(1-(3-(difluoromethoxy)phenyl)ethyl)-4,4-dimethyl-3-oxopentanoamide FC(OC=1C=C(C=CC1)[C@H](C)NC(CC(C(C)(C)C)=O)=O)F